8-(2-Fluoro-4-(trifluoromethyl)phenyl)-9-(4-((1-(3-fluoropropyl)azetidin-3-yliden)methyl)phenyl)-6,7-dihydro-5H-benzo[7]annulen FC1=C(C=CC(=C1)C(F)(F)F)C=1CCCC2=C(C1C1=CC=C(C=C1)C=C1CN(C1)CCCF)C=CC=C2